Br[C@H]1[C@@H]2N(C([C@H]1CC2=C(F)F)=O)CC2=CC=C(C=C2)OC (1R,4R,7R)-(+)-7-Bromo-6-(difluoromethylene)-2-(4-methoxybenzyl)-2-aza-bicyclo[2.2.1]heptane-3-one